[C@H]1(N(C[C@@H]2[C@H]3[C@H]4[C@@H]([C@@H]([C@H]12)C=C3)C4)C(=O)OC(C)(C)C)C(=O)OC |&1:0| rac-2-(tert-butyl) 1-methyl (3aR,4R,4aR,5aS,6S,6aS)-3,3a,4,4a,5,5a,6,6a-octahydro-4,6-ethenocyclopropa[f]isoindole-1,2(1H)-dicarboxylate